COC(C(CC(F)F)C1=C(C(=C(C=C1)N)N)F)=O 2-(3,4-diamino-2-fluorophenyl)-4,4-difluorobutanoic acid methyl ester